ClC=1C=2N(C(=C(C1)C(C)N)N1CCC(CC1)OC)C=NC2 [8-Chloro-5-(4-methoxypiperidin-1-yl)imidazo[1,5-a]pyridin-6-yl]ethanamine